C(C1=CC=CC=C1)OC=1C=C(C=CC1C(N(C)C)=O)N(C(=O)[C@@H]1N(CC1)C(=O)OC(C)(C)C)CC1=NC=C(N=C1)C1CCCCC1 tert-butyl (R)-2-((3-(benzyloxy)-4-(dimethylcarbamoyl)phenyl)((5-cyclohexylpyrazin-2-yl)methyl)carbamoyl)azetidine-1-carboxylate